C(C1=CC=CC=C1)OC(=O)NCCCNC([O-])=O (3-(((benzyloxy)carbonyl)amino)propyl)carbamate